(3r,4s)-1-(4-aminopyrimidin-2-yl)-4-methoxypiperidin-3-ol NC1=NC(=NC=C1)N1C[C@H]([C@H](CC1)OC)O